(Z)-2-(5-fluoro-2-methyl-1-(4-(piperidin-4-yloxy)benzylidene)-1H-inden-3-yl)-acetic acid FC=1C=C2C(=C(/C(/C2=CC1)=C/C1=CC=C(C=C1)OC1CCNCC1)C)CC(=O)O